ClC=1C=C(C=2N(C1)C(=NC2)CNC(OC(C)(C)C)=O)F tert-butyl ((6-chloro-8-fluoroimidazo[1,5-a]pyridin-3-yl)methyl)carbamate